ClC1=CC=C(C=C1)CC(C(=O)O)(C)C 3-(4-chlorophenyl)-2,2-dimethylpropanoic acid